C(C)(C)(C)OC(=O)N1CCC=2C(=CC=CC12)[S-].[K+] potassium 1-(tert-butoxycarbonyl)indoline-4-thiolate